3-phenanthrenemethanol C1=CC(=CC=2C3=CC=CC=C3C=CC12)CO